2-(2-((7-(3-(aminomethyl)phenyl)benzofuran-5-yl)methoxy)-4-(heptanamidomethyl)phenyl)acetic acid NCC=1C=C(C=CC1)C1=CC(=CC=2C=COC21)COC2=C(C=CC(=C2)CNC(CCCCCC)=O)CC(=O)O